5-Indolecarboxaldehyde N1C=CC2=CC(=CC=C12)C=O